C(C)NC(C(C)OC1=CC=C2C(=CC(OC2=C1)=O)C1=C(C=CC=C1)C)=O N-ethyl-2-[4-(o-tolyl)-2-oxo-chromen-7-yl]oxy-propionamide